N1,N3,N3-triphenylbenzene-1,3-diamine C1(=CC=CC=C1)NC1=CC(=CC=C1)N(C1=CC=CC=C1)C1=CC=CC=C1